4-tert-butyl-2-(2,6-diazaspiro[3.3]heptan-2-ylmethyl)oxazole C(C)(C)(C)C=1N=C(OC1)CN1CC2(C1)CNC2